CN(C(N[C@@H](CC/C=C/C(=O)N(C)C)C(=O)NC=1C(N(C=CC1)CC1=NC2=C(N1)C=CC=C2CC(C)C)=O)=O)C (S,E)-6-(3,3-Dimethylureido)-N7-(1-((4-isobutyl-1H-benzo[d]imidazol-2-yl)methyl)-2-oxo-1,2-dihydropyridin-3-yl)-N1,N1-dimethylhept-2-endiamid